[Na].C1(=CC=CC=C1)C(C1=CC=CC=C1)NC(C(CCCC(N)NC(C(CCCCN)N)=O)(N)NC(C(CCCCN)N)=O)=O 2,6-Bis-(2,6-diamino-hexanamido)-2,6-diamino-hexanoic acid (diphenylmethyl)-amide sodium salt